ClC1=C(N=C(N=N1)Cl)N1CC2(C1)CCN(CC2)C(=O)OC(C)(C)C tert-butyl 2-(dichloro-1,2,4-triazin-5-yl)-2,7-diazaspiro[3.5]nonane-7-carboxylate